O1CC(CC1)C=1C=CC(=NC1CN1CCCC1)NC1=CC2=C(C=N1)SC(=N2)C=2C=NC=CC2 5-(Oxolan-3-yl)-N-[2-(pyridin-3-yl)-[1,3]thiazolo[5,4-c]pyridin-6-yl]-6-[(pyrrolidin-1-yl)methyl]pyridin-2-amine